2,2-bis((octanoyloxy)methyl)propyl-4,5-dibutylnonanoic acid C(CCCCCCC)(=O)OCC(CC(C(=O)O)CC(C(CCCC)CCCC)CCCC)(C)COC(CCCCCCC)=O